3-amino-5-hydroxy-1-methylpiperidine hydrochloride Cl.NC1CN(CC(C1)O)C